(1-(tert-butoxycarbonyl)-3-((5-methoxy-2-(tetrahydro-2H-pyran-4-yl)pyrimidin-4-yl)amino)-1H-indazol-6-yl)-5'-methoxy-2'-oxospiro[cyclopropane-1,3'-indoline]-1'-carboxylate C(C)(C)(C)OC(=O)N1N=C(C2=CC=C(C=C12)OC(=O)N1C(C2(C3=CC(=CC=C13)OC)CC2)=O)NC2=NC(=NC=C2OC)C2CCOCC2